N-(2,2'-dichloro-3'-(6-methoxy-4-methyl-5-((oxetan-3-ylamino)methyl)pyridin-2-yl)-[1,1'-biphenyl]-3-yl)-1,5-dimethyl-4,5,6,7-tetrahydro-1H-imidazo[4,5-c]pyridine-2-carboxamide ClC1=C(C=CC=C1NC(=O)C=1N(C2=C(CN(CC2)C)N1)C)C1=C(C(=CC=C1)C1=NC(=C(C(=C1)C)CNC1COC1)OC)Cl